tert-butyl ((3S,4S)-8-(5-((8-chloro-2-methylimidazo[1,2-a]pyridin-7-yl)thio)-3-((methoxymethoxy)methyl)-6-methylpyrazin-2-yl)-3-methyl-2-oxa-8-azaspiro[4.5]decan-4-yl)carbamate ClC=1C=2N(C=CC1SC=1N=C(C(=NC1C)N1CCC3([C@@H]([C@@H](OC3)C)NC(OC(C)(C)C)=O)CC1)COCOC)C=C(N2)C